(carboxymethyl)-N-octylglycine C(=O)(O)CN(CC(=O)O)CCCCCCCC